1-({7-Amino-5-methyl-[1,2,5]oxadiazolo[3,4-b]pyridin-6-yl}methyl)-1H-pyrazol-3-amine NC=1C=2C(N=C(C1CN1N=C(C=C1)N)C)=NON2